C(C1=CC=CC=C1)OC(=O)N[C@H](C(=O)OC)C=C methyl (2S)-2-(benzyloxycarbonylamino)but-3-enoate